OC1(CCN(CC1)C(=O)C1(CC1)C)CN1C=NC=2C(C1=O)=NN(C2C=2C=C1CCC(C1=CC2)=O)C 6-((4-hydroxy-1-(1-methylcyclopropylcarbonyl)piperidin-4-yl)methyl)-2-methyl-3-(1-oxo-2,3-dihydro-1H-inden-5-yl)-2H-pyrazolo[4,3-d]pyrimidin-7(6H)-one